1-fluoro-1-(acryloyloxy)thioxanthone FC1(CC=CC=2SC3=CC=CC=C3C(C12)=O)OC(C=C)=O